N-((1-ethylpyrrolidin-2-yl)methyl)-2-(3-methoxyphenyl)benzo[d]imidazo[2,1-b]thiazole C(C)N1C(CCC1)CN1C(=CN2C1SC1=C2C=CC=C1)C1=CC(=CC=C1)OC